ClC=1C=C2CCN([C@H](C2=C(C1)Cl)C)C(=O)[C@H]1CN[C@H](CO1)C ((S)-6,8-dichloro-1-methyl-3,4-dihydroisoquinolin-2(1H)-yl)((2R,5S)-5-methylmorpholin-2-yl)methanone